(R)-2-(1-(5-(6-chloro-3-(1H-imidazol-1-yl)-5-methoxy-1-methyl-1H-pyrrolo[3,2-b]-pyridin-2-yl)-4H-1,2,4-triazol-3-yl)-2,2,2-trifluoroethoxy)-ethan-1-ol ClC=1C=C2C(=NC1OC)C(=C(N2C)C=2NC(=NN2)[C@H](C(F)(F)F)OCCO)N2C=NC=C2